[Ni+2].C(N)([O-])=O.C(N)([O-])=O carbamic acid nickel salt